OC(=O)C(F)(F)F.NCCOCCOCCNC1=C2C(N(C(C2=CC=C1)=O)C1C(NC(CC1)=O)=O)=O 4-((2-(2-(2-Aminoethoxy)ethoxy)ethyl)amino)-2-(2,6-dioxopiperidin-3-yl)isoindoline-1,3-dione TFA salt